NC1=NC(=C(C=C1C=1C=C2CCNC(C2=CC1F)=O)C1=CC=C(C=C1)OC1CCN(CC1)C(CC1CC1)=O)F 6-(2-amino-5-(4-((1-(2-cyclopropylacetyl)piperidin-4-yl)oxy)phenyl)-6-fluoropyridin-3-yl)-7-fluoro-3,4-dihydroisoquinolin-1(2H)-one